Cl.[C@@H]12N[C@@H](C[C@H]2C1)C(=O)O (1R,3S,5R)-2-azabicyclo[3.1.0]hexane-3-carboxylic acid hydrochloride